1,1'-disulfandiylbis(3-nitrobenzene) S(SC1=CC(=CC=C1)[N+](=O)[O-])C1=CC(=CC=C1)[N+](=O)[O-]